(2-(((1-chloroethoxy)carbonyl)(methyl)amino)pyridin-3-yl)methyl-2-((tert-butoxycarbonyl)(methyl) amino)acetate ClC(C)OC(=O)N(C1=NC=CC=C1COC(CN(C)C(=O)OC(C)(C)C)=O)C